FC=1C=CN2C(=NN=C(C21)C2=C(C=C(C=C2)C(F)(F)F)O)N[C@H]2CN(C[C@@H](C2)F)C 2-(8-fluoro-4-{[(3r,5r)-5-fluoro-1-methylpiperidin-3-yl]amino}pyrrolo[1,2-d][1,2,4]triazin-1-yl)-5-(trifluoromethyl)phenol